4-amino-3-bromo-2-fluoro-5-(tetrahydro-2H-pyran-4-yl)benzonitrile NC1=C(C(=C(C#N)C=C1C1CCOCC1)F)Br